(1-cyclopropylpyrazol-4-yl)-[(7S)-2,7-dimethyl-3-(3,4,5-trifluorophenyl)-5,7-dihydro-4H-pyrazolo[3,4-c]pyridin-6-yl]methanone C1(CC1)N1N=CC(=C1)C(=O)N1[C@H](C=2C(CC1)=C(N(N2)C)C2=CC(=C(C(=C2)F)F)F)C